COC1=CC=C(CN2C(=NC=3C2=NC=CC3)CCC(=O)N[C@@H](CC)C3=CC=CC=C3)C=C1 3-[3-(4-Methoxy-benzyl)-3H-imidazo[4,5-b]pyridin-2-yl]-N-((S)-1-phenyl-propyl)-propionamide